racemic-5-chloro-7-(4-fluorophenyl)-3-methyl-2,3-dihydrofuro[2,3-c]pyridin-3-amine ClC=1C=C2C(=C(N1)C1=CC=C(C=C1)F)OC[C@@]2(N)C |r|